(1R,4R)-4-(4-amino-3-(4-phenoxyphenyl)-1H-pyrazolo[3,4-d]pyrimidin-1-yl)-1-methylcyclohexane-1-ol NC1=C2C(=NC=N1)N(N=C2C2=CC=C(C=C2)OC2=CC=CC=C2)C2CCC(CC2)(O)C